1-(azetidin-3-ylmethyl)-7-chloro-6-(2,4-dichloro-5-methoxyphenyl)-5-fluoro-4-(2-isopropyl-6-methylphenyl)-1,4-dihydroquinoxaline-2,3-dione N1CC(C1)CN1C(C(N(C2=C(C(=C(C=C12)Cl)C1=C(C=C(C(=C1)OC)Cl)Cl)F)C1=C(C=CC=C1C)C(C)C)=O)=O